1-Methyl-2-(6-trifluoromethoxy-benzothiazol-2-ylamino)-1H-benzoimidazole-5-carboxylic acid (morpholin-2-ylmethyl)-amide hydrochloride Cl.N1CC(OCC1)CNC(=O)C1=CC2=C(N(C(=N2)NC=2SC3=C(N2)C=CC(=C3)OC(F)(F)F)C)C=C1